3-(4-((difluoromethyl)sulfonamido)-3-((4-fluorobenzyl)oxy)phenyl)-5-((5-methoxypyrazin-2-yl)amino)-1H-pyrazole-4-carboxamide FC(S(=O)(=O)NC1=C(C=C(C=C1)C1=NNC(=C1C(=O)N)NC1=NC=C(N=C1)OC)OCC1=CC=C(C=C1)F)F